O1CCN(CC1)CC1=CC=C(C=C1)NC=1N=CC2=C(N1)C(=CS2)C=2C=C1C=CN(C1=CC2)C(=O)OC(C)(C)C tert-butyl 5-(2-(4-(morpholinomethyl)phenylamino)thieno[3,2-d]pyrimidin-7-yl)-1H-indole-1-carboxylate